FC1=CC=C(C=C1)C1=CC(=NN1)NC1=C(C=C(C=C1)NS(=O)(=O)C)C N-(4-((5-(4-fluorophenyl)-1H-pyrazol-3-yl)amino)-3-methylphenyl)methanesulfonamide